(E)-N-(3-(3,5-Bis(trifluoromethyl)styryl)-1-methyl-1H-pyrrolo[2,3-b]pyridin-5-yl)acrylamide FC(C=1C=C(/C=C/C2=CN(C3=NC=C(C=C32)NC(C=C)=O)C)C=C(C1)C(F)(F)F)(F)F